3-[4-(trifluoromethyl)phenyl]-2,3-dihydro-1H-imidazo[4,5-b]pyridin-2-one FC(C1=CC=C(C=C1)N1C(NC=2C1=NC=CC2)=O)(F)F